1-(β-D-glucopyranosyl)-4-methyl-3-[5-(4-fluorophenyl)thienylmethyl]benzene [C@@H]1([C@H](O)[C@@H](O)[C@H](O)[C@H](O1)CO)C1=CC(=C(C=C1)C)CC=1SC(=CC1)C1=CC=C(C=C1)F